Cl.COC1=CC=2C3=CC=CC(=C3C(NC2C(=C1)C)=O)C 2-methoxy-4,7-dimethyl-6(5H)-phenanthridinone hydrochloride